3,5-bis(benzylidene)piperidin-4-one C(C1=CC=CC=C1)=C1CNCC(C1=O)=CC1=CC=CC=C1